BOCaminoamide C(=O)(OC(C)(C)C)N[NH-]